C1(=CC=CC=C1)N(C1=CC=C(C=C1)C1=CC=C(C=C1)N(C=1C=CC=2N(C3=CC=CC=C3C2C1)C1=CC=CC=C1)C1=CC=CC=C1)C=1C=CC=2N(C3=CC=CC=C3C2C1)C1=CC=CC=C1 N4,N4'-diphenyl-N4,N4'-bis(9-phenyl-9H-carbazol-3-yl)[1,1'-biphenyl]-4,4'-diamine